13-octadecen-3,13-diol CCC(CCCCCCCCCC(=CCCCC)O)O